3-(isopropoxymethyl)-1-phenyl-1H-benzo[g]indazol-5-ol C(C)(C)OCC1=NN(C2=C3C(=C(C=C12)O)C=CC=C3)C3=CC=CC=C3